OC1=NC=CC(=C1C1CCC(CC1)OCC1C2(COCC(N2)=O)CCCN1)C 7-({[(1s,4s)-4-(2-hydroxy-4-methylpyridin-3-yl)cyclohexyl]oxy}methyl)-4-oxa-1,8-diazaspiro[5.5]undecan-2-one